NCCCN(C(OC(C)(C)C)=O)CCCCN(CCCNC(CC[C@H](NC(CCCCCCCCCCCCCC(=O)OC(C)(C)C)=O)C(=O)OC(C)(C)C)=O)C(=O)OC(C)(C)C tert-butyl (S)-5-(3-aminopropyl)-10,18-bis(tert-butoxycarbonyl)-2,2-dimethyl-4,15,20-trioxo-3-oxa-5,10,14,19-tetraazatetratriacontan-34-oate